FC=1C=C(C=CC1)N(C)CC(=O)O [(3-Fluorophenyl)(methyl)amino]acetic acid